CC1=C(C=NC(=C1)C)CC=1C=C2C(=CC=NC2=CC1)C(=O)O 6-((4,6-dimethylpyridin-3-yl)methyl)quinoline-4-carboxylic acid